BrC=1C=CC(=C(N)C1)OC(C(F)(F)Br)(F)F 5-bromo-2-(2-bromo-1,1,2,2-tetrafluoro-ethoxy)aniline